5-ethynyl-6-fluoro-4-(8-fluoro-2-(((2R,7aS)-2-fluorotetrahydro-1H-pyrrolizin-7a(5H)-yl)methoxy)-4-((2-methylcyclopropyl)amino)pyrido[4,3-d]pyrimidin-7-yl)naphthalen-2-ol C(#C)C1=C2C(=CC(=CC2=CC=C1F)O)C1=C(C=2N=C(N=C(C2C=N1)NC1C(C1)C)OC[C@]12CCCN2C[C@@H](C1)F)F